9,9'-(5-(4,6-diphenylpyrimidin-2-yl)-1,3-phenylene)bis(3-(dibenzo[b,d]thiophen-3-yl)-9H-carbazole) C1(=CC=CC=C1)C1=NC(=NC(=C1)C1=CC=CC=C1)C=1C=C(C=C(C1)N1C2=CC=CC=C2C=2C=C(C=CC12)C=1C=CC2=C(SC3=C2C=CC=C3)C1)N1C3=CC=CC=C3C=3C=C(C=CC13)C=1C=CC3=C(SC2=C3C=CC=C2)C1